FC=1C=2N(C=C(C1)NC(=O)C=1C=CC(=C3N=CC=NC13)N1CC(N(C(C1)C)C(=O)OC(C)(C)C)C)C=C(N2)C tert-butyl 4-[8-({8-fluoro-2-methylimidazo[1,2-a]pyridin-6-yl}carbamoyl)quinoxalin-5-yl]-2,6-dimethylpiperazine-1-carboxylate